3-(4-amino-1H-1,2,3-triazol-1-yl)pyrrolidine-1-carboxylic acid tert-butyl ester C(C)(C)(C)OC(=O)N1CC(CC1)N1N=NC(=C1)N